Cl.N[C@@H](C)C(=O)O alanine-HCl